N[C@H](C(=O)NC)CCCC(C)(C)C (S)-2-amino-N,6,6-trimethylheptanamide